C(C)[C@@H]1N(C[C@H](N(C1)C(C)C=1N(C=C(N1)C)CC)CC)C=1C=2C(N(C(C1)=O)C)=CN(N2)CC#N 2-(7-((2S,5R)-2,5-diethyl-4-(1-(1-ethyl-4-methyl-1H-imidazol-2-yl)ethyl)piperazin-1-yl)-4-methyl-5-oxo-4,5-dihydro-2H-pyrazolo[4,3-b]pyridin-2-yl)acetonitrile